N-(2-chloro-6-fluorobenzoyl)-O-(4-(5,6,7,8-tetrahydro-1,8-naphthyridin-2-yl)butyl)-L-homoserine ClC1=C(C(=O)N[C@@H](CCOCCCCC2=NC=3NCCCC3C=C2)C(=O)O)C(=CC=C1)F